2-{2-Fluoro-6-[(3R,4S)-3-hydroxy-4-(hydroxymethyl)piperidin-1-yl]pyridin-3-yl}-1H-indol-5-ol FC1=NC(=CC=C1C=1NC2=CC=C(C=C2C1)O)N1C[C@@H]([C@@H](CC1)CO)O